3-fluoro-1-methyl-4-(4,4,5,5-tetramethyl-1,3,2-dioxaborolan-2-yl)pyrazole ethyl-(E)-3-(1-ethoxycarbonylethylidene)-2,2-dimethylcyclobutanecarboxylate C(C)OC(=O)C1C(/C(/C1)=C(\C)/C(=O)OCC)(C)C.FC1=NN(C=C1B1OC(C(O1)(C)C)(C)C)C